3-((1r,4r)-4-methoxycyclohexyl)pyridine-2,3-diamine COC1CCC(CC1)C1(C(N=CC=C1)N)N